methyl 8-chloro-6-hydroxy-10-phenyl-[1,2,4]triazolo[5,1-a]isoquinoline-5-carboxylate ClC=1C=C2C(=C(N3C(C2=C(C1)C1=CC=CC=C1)=NC=N3)C(=O)OC)O